C(C)OCC1(CCN(CC1)C)CCC1=CC=CC=C1 4-(ethoxymethyl)-1-methyl-4-phenethyl-piperidine